1'-(8-((2-amino-3-chloropyridin-4-yl)thio)-7-methylimidazo[1,2-c]pyrimidin-5-yl)-1,3-dihydrospiro[inden-2,4'-piperidin]-1-amine NC1=NC=CC(=C1Cl)SC=1C=2N(C(=NC1C)N1CCC3(CC1)C(C1=CC=CC=C1C3)N)C=CN2